1-(tert-Butyl) 2-methyl (S)-4-methyl-2,3-dihydro-1H-pyrrole-1,2-dicarboxylate CC=1C[C@H](N(C1)C(=O)OC(C)(C)C)C(=O)OC